2-((tert-Butoxycarbonyl)amino)-2-methylpropionic acid C(C)(C)(C)OC(=O)NC(C(=O)O)(C)C